O=[P].[Pr] praseodymium oxophosphorus